C1(CCC1)CN[C@H]1CN(CCC1)C1=CC=C(N=N1)C(C)NC(=O)C=1N=C2N(C(C1)=O)C=CC(=C2)NC N-(1-(6-((R)-3-((cyclobutylmethyl)amino)piperidin-1-yl)pyridazin-3-yl)ethyl)-8-(methylamino)-4-oxo-4H-pyrido[1,2-a]pyrimidine-2-carboxamide